2,4-diaminotoluene-5-sulfonic acid NC1=C(C)C=C(C(=C1)N)S(=O)(=O)O